6-{[1-tert-butyl-4-carbamoyl-3-(4-nitrophenyl)-1H-pyrazol-5-yl]amino}pyridine-2-carboxamide C(C)(C)(C)N1N=C(C(=C1NC1=CC=CC(=N1)C(=O)N)C(N)=O)C1=CC=C(C=C1)[N+](=O)[O-]